methyl malonate potassium salt [K+].C(CC(=O)[O-])(=O)OC